CC1=CC(CC(C1/C=C/C(=C/C=C/C(=C/C=C/C=C(/C=C/C=C(/C=C/C2C(CC(C=C2C)O)(C)C)\\C)\\C)/C)/C)(C)C)O The molecule is a carotenol isolated from the white tuna, or albacore tuna (Thunnus albacares). It has a role as a marine metabolite and an animal metabolite.